2-{6-[5-chloro-2-(methylamino)pyrimidin-4-yl]-1-oxo-2,3-dihydro-1H-isoindol-2-yl}-N-[(1S,2S)-2-hydroxy-1-phenylbutyl]acetamide ClC=1C(=NC(=NC1)NC)C1=CC=C2CN(C(C2=C1)=O)CC(=O)N[C@H]([C@H](CC)O)C1=CC=CC=C1